NC1=C2C(=NC=N1)N(N=C2C2=CC(=CC=C2)O)CC2=NC1=CC=CC(=C1C(N2CC2=C(C=CC=C2)Cl)=O)C#CCCCC(=O)NCCOC 6-(2-((4-Amino-3-(3-hydroxyphenyl)-1H-pyrazolo[3,4-d]pyrimidin-1-yl)methyl)-3-(2-chlorobenzyl)-4-oxo-3,4-dihydroquinazolin-5-yl)-N-(2-methoxyethyl)hex-5-ynamide